NC1=CC(=C(C(=O)NC)C=C1)F 4-amino-2-fluoro-N-methylbenzamide